8-(5-Chloro-3-fluoropyridin-2-yl)-9-(4-((1-(3-fluoropropyl)azetidin-3-yl)methyl)phenyl)-6,7-dihydro-5H-benzo[7]annulen ClC=1C=C(C(=NC1)C=1CCCC2=C(C1C1=CC=C(C=C1)CC1CN(C1)CCCF)C=CC=C2)F